trans-4-(dimethylamino)cyclohexyl-2,4-dimethyl-7,8-dihydro-[1,3]dioxolo[4,5-g]isoquinolin-5(6H)-one CN([C@@H]1CC[C@H](CC1)N1C(C=2C(=C3C(=CC2CC1)OC(O3)C)C)=O)C